C(CCCCC(=O)[O-])(=O)OC(C)CCCC mono-2-n-hexyl adipate